4-heptene-diol dibenzoate C(C1=CC=CC=C1)(=O)OC(CCC=CCC)OC(C1=CC=CC=C1)=O